The molecule is a hydroxy polyunsaturated fatty acid that is (6Z,8E,14Z)-icosatrienoic acid carrying hydroxy and oxo substituents at positions 5 and 12 respectively. It is a nonclassic icosanoid, a long-chain fatty acid, an oxo fatty acid and a hydroxy polyunsaturated fatty acid. It derives from a leukotriene B4. It is a conjugate acid of a 10,11-dihydro-12-oxoleukotriene B4(1-). CCCCC/C=C\\CC(=O)CC/C=C/C=C\\[C@H](CCCC(=O)O)O